C(=O)C1CCC(CC1)NS(=O)(=O)C N-((1r,4r)-4-formylcyclohexyl)methanesulfonamide